NC1=C(C(CS1)C1=CC=CC=C1)C#N 5-amino-3-phenyl-2,3-dihydrothiophene-4-carbonitrile